4-[6-[(2,4-dimethylphenyl)methylamino]imidazo[1,2-b]pyridazin-3-yl]-2-methoxy-phenol CC1=C(C=CC(=C1)C)CNC=1C=CC=2N(N1)C(=CN2)C2=CC(=C(C=C2)O)OC